C(CCCCCC)OCOCCCC(CC(CC(CC(C)Br)C)C)C 10-bromo-4,6,8-trimethylundecyl heptyloxymethyl ether